N[C@H](C(=O)N[C@H](C)C1=CC=C(C=C1)S(=O)(=O)C)CCC(=O)N (2S)-2-amino-N-[(1R)-1-(4-methylsulfonylphenyl)ethyl]Glutaramide